C1=2C=C(C=CC2CC1)[C@H]([C@@H]1[C@H]([C@H]([C@@H](O1)N1C=CC2=C1N=CN=C2NC(=O)N2CCNCC2)O)O)O N-(7-((2R,3R,4S,5R)-5-((R)-bicyclo[4.2.0]octa-1(6),2,4-trien-3-yl(hydroxy)methyl)-3,4-dihydroxytetrahydrofuran-2-yl)-7H-pyrrolo[2,3-d]pyrimidin-4-yl)piperazine-1-carboxamide